OC1CC(C1)N1N=C2C=C(C(=CC2=C1)C(=O)O)OC(C)C 2-((1r,3r)-3-Hydroxycyclobutyl)-6-isopropoxy-2H-indazole-5-carboxylic acid